3-chloro-2-(difluoromethyl)-2H-indazole-6-carboxylic acid ClC=1N(N=C2C=C(C=CC12)C(=O)O)C(F)F